(1-methylcyclopropyl)-1H-pyrazole-4-carboxamide CC1(CC1)N1N=CC(=C1)C(=O)N